dimethyl (R)-2-bromopentanedioate Br[C@@H](C(=O)OC)CCC(=O)OC